N-methyl-piperidine-4-sulfonamide CNS(=O)(=O)C1CCNCC1